FC1=CC(=C(C=C1C1=NC(=NC=C1)N1CCOCC1)NC(=O)C1=CNC(C=C1C(F)(F)F)=O)N1C[C@H](N(CC1)C)C |r| N-[4-fluoro-5-(2-morpholin-4-ylpyrimidin-4-yl)-2-[rac-(3R)-3,4-dimethylpiperazin-1-yl]phenyl]-6-oxo-4-(trifluoromethyl)-1H-pyridine-3-carboxamide